Decyne hemisuccinate C(CCC(=O)O)(=O)O.C#CCCCCCCCC.C#CCCCCCCCC